4-Formyl-benzoic acid C(=O)C1=CC=C(C(=O)O)C=C1